4-chlorophenyl-ethyl chloride ClC1=CC=C(C=C1)CCCl